CC1(NC(C2=CC=C(C=C12)C#N)=C=O)C 3,3-dimethyl-1-carbonylisoindoline-5-carbonitrile